[Si](C1=CC=CC=C1)(C1=CC=CC=C1)(C(C)(C)C)OCCCN1C(CC(C1)C1=C(C(=CC=C1OCOCC[Si](C)(C)C)Cl)Cl)=O 1-(3-((tert-butyldiphenylsilyl)oxy)propyl)-4-(2,3-dichloro-6-((2-(trimethylsilyl)ethoxy)methoxy)phenyl)pyrrolidin-2-one